NC=1C2=C(NS(N1)(=O)=O)C=CC=C2OCC(C)(C)NC(C2=CC=NC=C2)=O N-(1-((4-amino-2,2-dioxo-1H-benzo[c][1,2,6]thiadiazin-5-yl)oxy)-2-methyl-propan-2-yl)-isonicotinamide